CBZ-D-tryptophan C(=O)(OCC1=CC=CC=C1)N[C@H](CC1=CNC2=CC=CC=C12)C(=O)O